OC(CCCCCCCCC(=O)OCC(CO)O)CCCCCCCCO 2,3-dihydroxypropan-1-yl 10,18-dihydroxyoctadecanoate